3-((3-(4-(2-(isobutylsulfonyl)phenoxy)-3-(trifluoromethyl)phenyl)-1,2,4-oxadiazol-5-yl)methyl)-1-(2-morpholinoethyl)-1,3-diazaspiro[4.5]decane-2,4-dione C(C(C)C)S(=O)(=O)C1=C(OC2=C(C=C(C=C2)C2=NOC(=N2)CN2C(N(C3(C2=O)CCCCC3)CCN3CCOCC3)=O)C(F)(F)F)C=CC=C1